CC[C@H]1CCCCCC[C@@H]([C@H](C(=O)NCCC1)C)O[C@H]2[C@@H]([C@@H]([C@@H]([C@@H](O2)C)O)NC)O The molecule is a lactam that is 4-hydroxyazacyclotetradecan-2-one substituted by an ethyl group at position 11, a methyl group at position 3 and a 3,6-dideoxy-3-(methylamino)-alpha-L-talopyranosyl moiety at position 4 via a glycosyl linkage (the 3R,4S,11S stereoisomer). It is isolated from the fermentation broth of Nonomuraea turkmeniaca MA7364 and exhibits anthelminthic activity. It has a role as a metabolite and an anthelminthic drug. It is a lactam, a macrocycle and an aminoglycoside. It derives from a fluvirucin A1.